Allyl Octanate C(CCCCCCC)(=O)OCC=C